FC=1C(=C(C=CC1)NC(=S)C1=C(CCN(C1=O)C(=O)OC(C)(C)C)O)OC tert-butyl 5-((3-fluoro-2-methoxyphenyl) carbamothioyl)-4-hydroxy-6-oxo-3,6-dihydropyridine-1(2H)-carboxylate